OCCSCCO 2-hydroxyethylsulfid